(2-((1r,4r)-4-formylcyclohexyl)-6-methoxy-1-oxoisoindolin-5-yl)-6-(trifluoromethyl)pyridinecarboxamide C(=O)C1CCC(CC1)N1C(C2=CC(=C(C=C2C1)C=1C(=NC(=CC1)C(F)(F)F)C(=O)N)OC)=O